ClC1=CC(=NC=C1)NC=1N=C(SC1)C N-(4-chloro-2-pyridyl)-2-methyl-thiazol-4-amine